CC1(OCCO1)CCCN1N=C(C=C1)C=O 1-(3-(2-methyl-1,3-dioxolan-2-yl)propyl)-1H-pyrazole-3-carbaldehyde